C(#N)[C@H](C[C@@H]1C(NCCC1)=O)NC(=O)[C@H]1N([C@@H]2CC([C@H]1CC2)(F)F)C(=O)C2(C1=CC=CC=C1C=1C=CC=CC21)O (1S,3S,4S)-N-((S)-1-cyano-2-((R)-2-oxopiperidin-3-yl)ethyl)-5,5-difluoro-2-(9-hydroxy-9H-fluorene-9-carbonyl)-2-azabicyclo[2.2.2]octane-3-carboxamide